OCCN1C2(CC2)CN(CC1)C(=O)OC(C)(C)C tert-butyl 4-(2-hydroxyethyl)-4,7-diazaspiro[2.5]octane-7-carboxylate